2,6-bis-(1-hexyl-nonyl)-benzo[1,2-d:4,5-d']Bis-thiazole C(CCCCC)C(CCCCCCCC)C=1SC2=C(N1)C=C1C(N=C(S1)C(CCCCCCCC)CCCCCC)=C2